N,N',N''-((1,3,5-triazinane-1,3,5-triyl)tris(2-oxoethane-2,1-diyl))tris(3-(2-(2-iodoacetamido)ethoxy)-propanamide) N1(CN(CN(C1)C(CNC(CCOCCNC(CI)=O)=O)=O)C(CNC(CCOCCNC(CI)=O)=O)=O)C(CNC(CCOCCNC(CI)=O)=O)=O